CN1C(=NC2=C(C=C(C=C2C1=O)C)[C@@H](C)N[S@](=O)C(C)(C)C)C1=CN=CN1C (R)-N-((R)-1-(3,6-dimethyl-2-(1-methyl-1H-imidazol-5-yl)-4-oxo-3,4-dihydroquinazolin-8-yl)ethyl)-2-methylpropane-2-sulfinamide